N-((R)-1-(4-(8-(but-3-en-1-yloxy)quinolin-6-yl)-5-methoxypyridin-2-yl)ethyl)-N-ethyl-2-methylpropan-2-sulfinamide C(CC=C)OC=1C=C(C=C2C=CC=NC12)C1=CC(=NC=C1OC)[C@@H](C)N(S(=O)C(C)(C)C)CC